2-(oxolane-2-yl)acetic acid O1C(CCC1)CC(=O)O